ClC=1C(=NC(=C(C1)Cl)C1=CC=C(C=C1)C(F)(F)F)C(=O)O 3,5-Dichloro-6-(4-(trifluoromethyl)phenyl)picolinic acid